(R)-2-(3-fluorophenyl)pyrrolidin FC=1C=C(C=CC1)[C@@H]1NCCC1